ClC=1C=NC(=NC1)C=1C=C2C=CN(C(C2=CC1F)=O)CCC[C@H](C)NC=1C=NN(C(C1C(F)(F)F)=O)COCC[Si](C)(C)C 6-(5-chloropyrimidin-2-yl)-7-fluoro-2-[(4S)-4-[[6-oxo-5-(trifluoromethyl)-1-(2-trimethylsilylethoxymethyl)pyridazin-4-yl]amino]pentyl]isoquinolin-1-one